Bis(2-pentylheptyl)11-(3-(diethylamino)propyl)-7,15-dioxo-6,16-dipentyl-8,14-dioxa-6,11,16-triazahenicosanedioate C(CCCC)C(COC(CCCCN(C(OCCN(CCOC(N(CCCCC(=O)OCC(CCCCC)CCCCC)CCCCC)=O)CCCN(CC)CC)=O)CCCCC)=O)CCCCC